CC1=NN(C2=NC(=NC=C21)NC=2C(=CC=1N(C2)N=CN1)C)CCC1OCC1 3-methyl-N-(7-methyl-[1,2,4]triazolo[1,5-a]pyridin-6-yl)-1-(2-(oxetan-2-yl)ethyl)-1H-pyrazolo[3,4-d]pyrimidin-6-amine